ICCCCCCCI 1,7-diiodoheptane